NC1=C2N(C(N(C2=NC=N1)C1CCNCC1)=O)C1=CC=C(C=C1)Br 6-amino-7-(4-bromophenyl)-9-(piperidin-4-yl)purin-8-one